Fluoro-11,11-dimethyl-6-phenyl-10,26-dioxa-5,13,14,15,21,33-hexazahexacyclo[25.3.1.12,5.112,15.017,25.018,22]tritriaconta-1(31),2(33),3,12(32),13,17,19,22,24,27,29-undecaene FC=1C=2C=3C=CC=C(OC4=CC=C5NC=CC5=C4CN4N=NC(C(OCCCC(N(C1)N2)C2=CC=CC=C2)(C)C)=C4)C3